C12CC(CC(CC1)N2)C(C=2C(=C(C=CC2)[C@@H](C)NC=2C1=C(N=CN2)N(C(C(=C1)C1CCS(CC1)(=O)=O)=O)CCCCCCC=O)F)(F)F 7-(4-(((1R)-1-(3-((8-azabicyclo[3.2.1]octan-3-yl)difluoromethyl)-2-fluorophenyl)ethyl)amino)-6-(1,1-dioxidotetrahydro-2H-thiopyran-4-yl)-7-oxopyrido[2,3-d]pyrimidin-8(7H)-yl)heptanal